CC1CCN2C=CC(=C12)CC methyl-7-ethyl-2,3-dihydro-1H-pyrrolizine